2-amino-3-phenylpropyl carbamate hydrochloride salt Cl.C(N)(OCC(CC1=CC=CC=C1)N)=O